ClC=1C=C(C=CC1F)C=1C=C2C(=NC1)NC(N2CC=2C=C(C#N)C=CC2)=O 3-[[6-(3-chloro-4-fluoro-phenyl)-2-oxo-3H-imidazo[4,5-b]pyridin-1-yl]methyl]benzonitrile